2-chloro-3,5,6-trifluorobenzyl (1RS)-cis-3-[(Z)-2-chloro-3,3,3-trifluoro-1-propenyl]-2,2-dimethylcyclopropanecarboxylate Cl\C(=C/[C@@H]1C([C@@H]1C(=O)OCC1=C(C(=CC(=C1F)F)F)Cl)(C)C)\C(F)(F)F